sulfuric acid potassium salt [K+].S([O-])([O-])(=O)=O.[K+]